ClC=1C=CC2=C(C3=C(C(NC24CC4)=O)C=CC=C3)C1 10-Chloro-6,7-dihydro-spiro[dibenzo[c,e]azepine-7,1'-cyclopropan]-5-one